(7-(6-(1-(trifluoromethyl)cyclopropyl)pyridin-2-yl)-2-azaspiro[3.5]non-2-yl)methanone FC(C1(CC1)C1=CC=CC(=N1)C1CCC2(CN(C2)C=O)CC1)(F)F